6-[6-(difluoromethoxy)-3-ethylsulfonyl-imidazo[1,2-a]pyridin-2-yl]-3-(trifluoromethyl)-7H-pyrrolo[3,4-b]pyridin-5-one FC(OC=1C=CC=2N(C1)C(=C(N2)N2CC1=NC=C(C=C1C2=O)C(F)(F)F)S(=O)(=O)CC)F